C1N(CC2=CC=CC=C12)C(CS(=O)(=O)C1=CC=[N+](C=C1)[O-])=O 1-(1,3-dihydro-2H-isoindol-2-yl)-2-[(1-oxidopyridin-4-yl)sulfonyl]ethanone